NC=1SC=CC1C(=O)NC 2-amino-N-methylthiophene-3-carboxamide